6-Methoxy-3,3-dimethyl-2-oxoindoline-5-carboxylic acid COC1=C(C=C2C(C(NC2=C1)=O)(C)C)C(=O)O